dimethyl-ethynyl-silicon C[Si](C#C)C